3β-acetoxy-5α-hydroxy-6β-[4-(3-aminopropylamino)butylamino]campestane C(C)(=O)O[C@@H]1C[C@@]2([C@@H](C[C@H]3[C@@H]4CC[C@H]([C@@H](CC[C@H](C(C)C)C)C)[C@]4(CC[C@@H]3[C@]2(CC1)C)C)NCCCCNCCCN)O